CC(CN1CC2=C(C=CC=C2CC1)CN1CCCC12CCN(CC2)C(=O)OC(C(F)(F)F)C(F)(F)F)C 1,1,1,3,3,3-hexafluoropropan-2-yl 1-((2-(2-methylpropyl)-1,2,3,4-tetrahydroisoquinolin-8-yl) methyl)-1,8-diazaspiro[4.5]decane-8-carboxylate